5-(2-(4,4-difluorocyclohexyl)vinyl)-N-(1-hydroxybut-2-yl)-6-methoxynicotinamide FC1(CCC(CC1)C=CC=1C(=NC=C(C(=O)NC(CO)CC)C1)OC)F